BrC1=CC=C(C=C1)C=1N=C2N(C=CC=C2)C1CN1C2CN(CC1CC2)C(=O)C2=C(C=CC=C2)F (8-{[2-(4-bromophenyl)imidazo[1,2-a]pyridin-3-yl]methyl}-3,8-diazabicyclo[3.2.1]oct-3-yl)(2-fluorophenyl)methanone